{[5-(benzyloxy)-3-methyl-1-benzofuran-2-yl]methyl}(methyl)amine C(C1=CC=CC=C1)OC=1C=CC2=C(C(=C(O2)CNC)C)C1